(4-methyl-3-(pyridazin-3-yl)phenyl)-4-(trifluoromethyl)pyrrolidine-2-carboxamide hydrochloride Cl.CC1=C(C=C(C=C1)N1C(CC(C1)C(F)(F)F)C(=O)N)C=1N=NC=CC1